tert-butyl 3-[4-[(1S)-1-(thieno[2,3-d]pyrimidin-4-ylamino)ethyl]phenyl]azetidine-1-carboxylate N1=CN=C(C2=C1SC=C2)N[C@@H](C)C2=CC=C(C=C2)C2CN(C2)C(=O)OC(C)(C)C